O=C1CCC(CC1)C1CCC(CC1)C(=O)OC Methyl 4'-oxo-[1,1'-bi(cyclohexane)]-4-carboxylate